BrC1=NC(=CC=C1N1CN(C2=CC(=C(C=C2C1=O)F)C(F)(F)F)C1=CC=C(C(=C1CN(C(OC(C)(C)C)=O)CCN1C(C2=CC=CC=C2C1=O)=O)F)F)OC tert-Butyl (6-(3-(2-bromo-6-methoxypyridin-3-yl)-6-fluoro-4-oxo-7-(trifluoro-methyl)-3,4-dihydroquinazolin-1(2H)-yl)-2,3-difluorobenzyl)(2-(1,3-dioxoisoindolin-2-yl)ethyl)-carbamate